C1(CC1)[C@H](C(C)(C)O)N1CC2=CC=CC(=C2C1=O)NC(C1=C(C(=CC=C1)C(F)(F)F)C)=O (R)-N-(2-(1-cyclopropyl-2-hydroxy-2-methylpropyl)-3-oxoisoindolin-4-yl)-2-methyl-3-(trifluoromethyl)benzamide